6-amino-9-(4-aminobutyl)-8-butyl-9H-purin-2-ol NC1=C2N=C(N(C2=NC(=N1)O)CCCCN)CCCC